(S)-5-chloro-α-(cyclopropylethyl)-2-amino-α-(trifluoromethyl)benzyl alcohol ClC=1C=CC(=C([C@](C(F)(F)F)(CCC2CC2)O)C1)N